(R)-2-(3-benzyl-2-azaspiro[4.4]nonan-2-yl)-6-morpholinopyrimidin-4(3H)-one C(C1=CC=CC=C1)[C@H]1N(CC2(C1)CCCC2)C2=NC(=CC(N2)=O)N2CCOCC2